ClCC1=CC=C(C=C1)N1C(=NC=2C1=NC(=CC2)C2=NC=C(C=C2)F)C=2C(=NC=NC2)N 5-(3-(4-(Chloromethyl)phenyl)-5-(5-fluoropyridin-2-yl)-3H-imidazo[4,5-b]pyridin-2-yl)pyrimidin-4-amine